tert-butyl 2-(chloromethyl)-3,4-dimethyl-1H-indole-1-carboxylate ClCC=1N(C2=CC=CC(=C2C1C)C)C(=O)OC(C)(C)C